BrC=1C=C(C=CC1)C1=NC(=CC(=C1)C(F)(F)F)C1=CC(=CC=C1)Br 2,6-bis(3-bromophenyl)-4-(trifluoromethyl)pyridine